5,6,7,8-tetrahydro-6-phenyl-5-[4-[2-(1-pyrrolidinyl)ethoxy]phenyl]-2-naphthalenol C1(=CC=CC=C1)C1C(C=2C=CC(=CC2CC1)O)C1=CC=C(C=C1)OCCN1CCCC1